eicosanyl 5-bromopentanoate BrCCCCC(=O)OCCCCCCCCCCCCCCCCCCCC